ClC1=CC=C(CNC(=O)NC2CC3(C2)CC(C3)CNC)C=C1 1-(4-chlorobenzyl)-3-(6-((methylamino)methyl)spiro[3.3]hept-2-yl)urea